NC=1C(=C(C=C(C1)F)B(O)O)C (3-amino-5-fluoro-2-methylphenyl)boronic acid